3,5-difluoro-N-((3S,4S)-4-fluoropyrrolidin-3-yl)-6-(7-methoxy-6-(oxetan-3-yl)imidazo[1,2-b]pyridazin-3-yl)pyridin-2-amine FC=1C(=NC(=C(C1)F)C1=CN=C2N1N=C(C(=C2)OC)C2COC2)N[C@H]2CNC[C@@H]2F